N-[(2S)-2-{3-[(tert-butoxycarbonyl)amino]-2-oxopyridin-1(2H)-yl}-4-methylpentanoyl]-3-[(3S)-2-oxopiperidin-3-yl]-L-alanine C(C)(C)(C)OC(=O)NC=1C(N(C=CC1)[C@H](C(=O)N[C@@H](C[C@H]1C(NCCC1)=O)C(=O)O)CC(C)C)=O